BrC=1C=C(C=CC1)\C=C\C(=O)C1=CC=C(C=C1)OC1OCCCC1 3-Bromo-4'-(tetrahydropyranyloxy)chalcone